3-(2,6-diphenylimidazo[1,2-a]pyridin-8-yl)benzenesulfonamide C1(=CC=CC=C1)C=1N=C2N(C=C(C=C2C=2C=C(C=CC2)S(=O)(=O)N)C2=CC=CC=C2)C1